C1(CC1)(C(=O)OC)C(=O)[O-] Methyl cyclopropane-1,1-dicarboxylate